(S)-6-(4-trifluoromethylphenyl)-N-((S)-6,7-dihydro-5H-cyclopenta[B]pyridin-5-yl)-2-(1-methyl-1H-pyrazol-4-yl)pyrimidine-4-carboxamide FC(C1=CC=C(C=C1)C1=CC(=NC(=N1)C=1C=NN(C1)C)C(=O)N[C@H]1CCC2=NC=CC=C21)(F)F